OC=1C(C(=CC=C(C1)C(C)C)C(F)(F)F)=O 2-hydroxy-4-isopropyl-7-(trifluoromethyl)cyclohepta-2,4,6-trien-1-one